racemic-1-(tert-butoxycarbonyl)-5-fluoroindoline-2-carboxylic acid C(C)(C)(C)OC(=O)N1[C@H](CC2=CC(=CC=C12)F)C(=O)O |r|